CN1N=CC=2C=3C=CC=4N(N=C(/C=C/C=5C(=NN(C5OC(CN(CC12)C)C)C)C)C4C3)C3OCCCC3 (17E)-5,8,10,13,15-pentamethyl-21-tetrahydropyran-2-yl-11-oxa-4,5,8,13,14,20,21-heptazapentacyclo[17.5.2.02,6.012,16.022,26]hexacosa-1(25),2(6),3,12(16),14,17,19,22(26),23-nonaene